N1(CCCCC1)CCC(=O)N1CCN(C2=CC=CC=C12)C1=NC=CC=C1 3-(Piperidin-1-yl)-1-(4-(pyridin-2-yl)-3,4-dihydroquinoxalin-1(2H)-yl)propan-1-one